CNC=1C2=C(N=CN1)OC(=C2C=2C=C(C=CC2)NC(C=C)=O)C2=CC=C(C=C2)N2CCN(CC2)C N-{3-[4-(Methylamino)-6-[4-(4-methylpiperazin-1-yl)phenyl]furo[2,3-d]pyrimidin-5-yl]phenyl}prop-2-enamide